FC(S(=O)(=O)[O-])(F)F.C(CCCCC)N1C=[N+](C=C1)C 1-Hexyl-3-methylimidazolium trifluoromethanesulfonate